2'-((trifluoromethoxy)methyl)-[1,1'-biphenyl]-2-sulfonamide FC(OCC1=C(C=CC=C1)C=1C(=CC=CC1)S(=O)(=O)N)(F)F